ClC=1C=C(C=C2CC(CC12)NC)C=1SC=C2C1N=CN(C2=O)CC2(CCN(CC2)C(CC(C(F)F)N2N=C(C=C2)F)=O)O 7-(7-chloro-2-(methylamino)-2,3-dihydro-1H-inden-5-yl)-3-((1-(4,4-difluoro-3-(3-fluoro-1H-pyrazol-1-yl)butyryl)-4-hydroxypiperidin-4-yl)methyl)thieno[3,4-d]pyrimidin-4(3H)-one